FC1=CC=C(CSC2=NC=3C(N(C=CC3)C(C(=O)NC3=CC(=CC=C3)F)CC)=N2)C=C1 2-(2-((4-fluorobenzyl)thio)-4H-imidazo[4,5-b]pyridin-4-yl)-N-(3-fluorophenyl)butanamide